4-(1,1,2,2-tetrafluoroethoxy)-N-(4-(1-(2,2,2-trifluoroethyl)-1H-pyrazol-4-yl)quinolin-8-yl)benzamide FC(C(F)F)(OC1=CC=C(C(=O)NC=2C=CC=C3C(=CC=NC23)C=2C=NN(C2)CC(F)(F)F)C=C1)F